N-(5-((3-((6-methoxypyridin-3-yl)methyl)pyrrolidin-1-yl)methyl)thiazol-2-yl)acetamide COC1=CC=C(C=N1)CC1CN(CC1)CC1=CN=C(S1)NC(C)=O